trans-2-(4-((4-(1-(tert-Butyl)-1H-pyrazol-4-yl)pyridin-2-yl)((4-(6-methoxy-5-methylpyridin-3-yl)bicyclo[2.2.2]octan-1-yl)methyl)carbamoyl)cyclohexyl)acetic acid C(C)(C)(C)N1N=CC(=C1)C1=CC(=NC=C1)N(C(=O)[C@@H]1CC[C@H](CC1)CC(=O)O)CC12CCC(CC1)(CC2)C=2C=NC(=C(C2)C)OC